C(C)(C)(C)OC(=O)N1[C@@H](CN(CC1)C=1C2=C(N=CN1)N(C=C2N2CCC2)C2=NC=CC(=C2)C#N)C (R)-4-(5-(azetidin-1-yl)-7-(4-cyanopyridin-2-yl)-7H-pyrrolo[2,3-d]pyrimidin-4-yl)-2-methylpiperazine-1-carboxylic acid tert-butyl ester